FC1(CCN(CC1)C1=NC=C(N=C1)C=1NC=2C(=NC(=CC2N(C)CC2(CCC2)COC)C2=CC(=CC(=C2)C(F)(F)F)F)N1)C(=O)OCC ethyl 4-fluoro-1-(5-{5-[3-fluoro-5-(trifluoromethyl)phenyl]-7-[{[1-(methoxymethyl)cyclobutyl]methyl} (methyl)amino]-1H-imidazo[4,5-b]pyridin-2-yl} pyrazin-2-yl)piperidine-4-carboxylate